3-[(3-chlorobenzyl)oxy]cyclobutane-1-carboxylic acid ClC=1C=C(COC2CC(C2)C(=O)O)C=CC1